Methyl-N-[(E,1S)-1-[[1-[(5,7-difluoro-4-phenoxy-1H-benzimidazol-2-yl)methyl]-2-oxo-3-pyridyl]carbamoyl]-6-(dimethylamino)-6-oxo-hex-4-enyl]carbamat COC(N[C@@H](CC\C=C\C(=O)N(C)C)C(NC=1C(N(C=CC1)CC1=NC2=C(N1)C(=CC(=C2OC2=CC=CC=C2)F)F)=O)=O)=O